(Z)-2-cyano-3-hydroxy-N-(5-methoxypyrazin-2-yl)-3-(5-methylisoxazol-4-yl)prop-2-enamide C(#N)/C(/C(=O)NC1=NC=C(N=C1)OC)=C(\C=1C=NOC1C)/O